ClC=1C(N(C=CN1)CCC)=O 3-Chloro-1-propyl-1,2-dihydropyrazin-2-one